amino-5-((2-(1-(3-aminopropyl)-2-oxo-1,2-dihydropyridin-3-yl)ethyl)amino)-2,3-dimethylpyrazolo[1,5-a]pyrimidine-6-carbonitrile hydrochloride Cl.NC1=C(C(=NC=2N1N=C(C2C)C)NCCC=2C(N(C=CC2)CCCN)=O)C#N